[(3aR,4R,6R,6aR)-4-[2-chloro-6-(isopropyl-amino)purin-9-yl]-2,2-dimethyl-3a,4,6,6a-tetrahydrofuro[3,4-d][1,3]dioxol-6-yl]-methoxymethylphosphonic acid ClC1=NC(=C2N=CN(C2=N1)[C@@H]1O[C@H]([C@@H]2OC(O[C@H]21)(C)C)C(OC)P(O)(O)=O)NC(C)C